COC1=C(C=C(C=C1C1=CC=CC=C1)N1N=C(CC1=O)C)CCC 1-(6-methoxy-5-propyl-[1,1'-biphenyl]-3-yl)-3-methyl-1H-pyrazol-5(4H)-one